(S)-(+)-2-aminobutane CC[C@H](C)N